C(#N)C=1C=CC2=C(C=C(O2)B(O)O)C1 5-CYANOBENZOFURAN-2-YLBORONIC ACID